ClC=1C=CC(=C2C=NN(C(C12)=O)C)C(C1COC1)C1CC2(CN(C2)CCCC=2C=NNC(C2C)=O)C1 8-chloro-2-methyl-5-((2-(3-(5-methyl-6-oxo-1,6-dihydropyridazin-4-yl)propyl)-2-azaspiro[3.3]heptan-6-yl)(oxetan-3-yl)methyl)phthalazin-1(2H)-one